1-(1-phenylvinyl)-2-bromobenzene C1(=CC=CC=C1)C(=C)C1=C(C=CC=C1)Br